(1R,2R)-N-(4-(6-((Z)-cyclopropyl-(hydroxyimino)methyl)-4-methylpyridin-3-yl)imidazo[1,2-a][1,6]naphthyridin-8-yl)-2-fluorocyclopropane-1-carboxamide C1(CC1)/C(/C1=CC(=C(C=N1)C=1C=2N(C3=CC(=NC=C3C1)NC(=O)[C@@H]1[C@@H](C1)F)C=CN2)C)=N/O